maleic acid (1-ethynyl cyclohexyl) methyl ester COC(\C=C/C(=O)OC1(CCCCC1)C#C)=O